FC(C)(F)C1=NC=CC(=N1)NC1=CC(=NC=C1C1=NC=C(N=C1)OC)NC(C)=O N-(4-((2-(1,1-difluoroethyl)pyrimidin-4-yl)amino)-5-(5-methoxypyrazin-2-yl)pyridin-2-yl)acetamide